1-(4-Methyl-5-(2-(methylamino)-pyrimidin-4-yl)thiazol-2-yl)-3-(2-(trifluoromethyl)phenyl)urea CC=1N=C(SC1C1=NC(=NC=C1)NC)NC(=O)NC1=C(C=CC=C1)C(F)(F)F